[O-]CC.[Ta+5].[O-]CC.[O-]CC.[O-]CC.[O-]CC Tantalum(V) ethoxide